C(CCCCCCCCCCC)SC(=S)SCCC [(dodecylsulfanylthiocarbonyl)sulfanyl]propane